CC1=C(C(=CC(=C1C)OC)CC)O 2,3-dimethyl-6-ethyl-4-methoxyphenol